5-(2-(2-methylazetidin-1-yl)-6-(trifluoromethyl)pyrimidin-4-yl)pyridine CC1N(CC1)C1=NC(=CC(=N1)C=1C=CC=NC1)C(F)(F)F